CC1CC2N(C3=CC=CC=C3C(N2)=O)C1=O methyl-1,5-dioxo-2,3,4,5-tetrahydropyrrolo[1,2-a]quinazoline